CS(=O)(=O)O.ClC=1C=C(C(=O)C2=CC3=NC4=C(C=CC=C4C3=CC=C2)NCC)C=CC1 7-(3-chlorobenzoyl)-4-(ethyl)aminocyclohepta[7,6-b]indole methanesulfonate